C(C#CCC(=O)[O-])C(=O)[O-] 2-butyne-1,4-diyl-dicarboxylate